(S)-6'-(5-methyl-1,4,5,6-tetrahydropyridin-2-yl)-1',4'-dihydro-2'H-spiro[cyclopropane-1,3'-quinolin]-2'-one C[C@H]1CC=C(NC1)C=1C=C2CC3(C(NC2=CC1)=O)CC3